CN1C=2C=3C=CN=C([C@H](C/C=C/[C@@H](C(NC2C=N1)=O)C(C)C)NC(OC(C)(C)C)=O)C3 tert-butyl N-[(9S,10E,13S)-3-methyl-8-oxo-9-(propan-2-yl)-3,4,7,15-tetraazatricyclo[12.3.1.02,6]octadeca-1(18),2(6),4,10,14,16-hexaen-13-yl]carbamate